C(C)(=O)O[C@@H]1[C@@H](O[C@H]([C@H]([C@@H]1OC(C)=O)OC(C)=O)Br)COC(C)=O (2S,3R,4R,5S,6S)-2-(acetoxymethyl)-6-bromotetrahydro-2H-pyran-3,4,5-triyl triacetate